2-[[4-[5-isobutyl-2-(2H-tetrazol-5-yl)-phenyl]piperazin-1-yl]methyl]-7-methyl-pyrido[1,2-a]pyrimidin-4-one C(C(C)C)C=1C=CC(=C(C1)N1CCN(CC1)CC=1N=C2N(C(C1)=O)C=C(C=C2)C)C=2N=NNN2